Ethyl (3S)-3-((tert-butoxycarbonyl)amino)-3-(4,4'-difluoro-2',6-dimethyl-6'-(((trifluoromethyl)sulfonyl)oxy)-[1,1'-biphenyl]-3-yl)propanoate C(C)(C)(C)OC(=O)N[C@@H](CC(=O)OCC)C=1C=C(C(=CC1F)C)C1=C(C=C(C=C1OS(=O)(=O)C(F)(F)F)F)C